P(=O)(O)([O-])[O-].[Na+].[Na+] sodium hydrogenphosphate